2-(4-amino-5-(quinolin-3-yl)-7H-pyrrolo[2,3-d]pyrimidin-7-yl)-1-(2-bromo-4-fluorophenyl)ethan-1-one NC=1C2=C(N=CN1)N(C=C2C=2C=NC1=CC=CC=C1C2)CC(=O)C2=C(C=C(C=C2)F)Br